N[C@@H]1C[C@H](N(C1)C(=O)C=1N=C(N(C1)C)C)C=1SC=C(N1)C(=O)N[C@H](C(=O)NC)CCCCNC(=N)N 2-((2S,4R)-4-Amino-1-(1,2-dimethyl-1H-imidazol-4-carbonyl)pyrrolidin-2-yl)-N-((S)-6-guanidino-1-(methylamino)-1-oxohexan-2-yl)thiazol-4-carboxamid